FC1=C(C=CC(=C1)F)C(/C=C/C(=O)O)=O trans-4-(2,4-difluorophenyl)-4-oxo-2-butenoic Acid